C(=O)C1=CC=C(O1)C(=O)N(C1CN(C1)C(=O)OC(C)(C)C)C tert-Butyl 3-((5-formylfuran-2-carbonyl)-methylamino)azetidine-1-carboxylate